tert-butyl 4-(3-(4-cyanophenyl) propyl)-3-oxopiperazine-1-carboxylate C(#N)C1=CC=C(C=C1)CCCN1C(CN(CC1)C(=O)OC(C)(C)C)=O